NC1=NC2=CC=C(C=C2C(=C1)CO)C(=O)N(C1COCC2=C1C=CC(=C2)C(F)(F)F)C 2-amino-4-(hydroxymethyl)-N-methyl-N-(7-(trifluoromethyl)-3,4-dihydro-1H-2-benzopyran-4-yl)quinoline-6-carboxamide